methyl (S)-4-(7-((1H-pyrrolo[2,3-b]pyridin-6-yl)methyl)-2,7-diazaspiro[3.5]nonan-2-yl)-3-(3-(3,5-dimethyl-1H-pyrazol-1-yl)phenyl)butyrate N1C=CC=2C1=NC(=CC2)CN2CCC1(CN(C1)C[C@@H](CC(=O)OC)C1=CC(=CC=C1)N1N=C(C=C1C)C)CC2